FC1=C(C2=C(C=C(C=C2C=C1)OCOC)B1OC(C(O1)(C)C)(C)C)C#C[Si](C(C)C)(C(C)C)C(C)C 2-[2-fluoro-6-(methoxymethoxy)-8-(4,4,5,5-tetramethyl-1,3,2-dioxaborolan-2-yl)naphthalen-1-yl]ethynyltriisopropylsilane